C(#N)C=1C=C(C=CC1)C=1N=C(SC1C1=CC(=NC(=C1)C)C)NC(=O)N1[C@@H](CN(C[C@H]1C)C(=O)OC(C)(C)C)C tert-Butyl (3R,5R)-4-[[4-(3-cyanophenyl)-5-(2,6-dimethyl-4-pyridyl)thiazol-2-yl]carbamoyl]-3,5-dimethyl-piperazine-1-carboxylate